3-(5-methyl-1,3-thiazol-2-yl)-5-[(3S)-tetrahydrofur-3-yloxy]benzamide methyl-4-((3-amino-5-(4,4-difluoropiperidine-1-carbonyl)pyridin-2-yl)amino)benzoate COC(C1=CC=C(C=C1)NC1=NC=C(C=C1N)C(=O)N1CCC(CC1)(F)F)=O.CC1=CN=C(S1)C=1C=C(C(=O)N)C=C(C1)O[C@@H]1COCC1